C(C)(C)(C)OC(=O)N1CCC(CC1)OC1=NC=CC=C1NS(=O)(=O)C1=CC2=C(C=C(O2)C(=O)OCC)C=C1 4-(3-(2-(ethoxycarbonyl)benzofuran-6-sulfonylamino)pyridine-2-oxy)piperidine-1-carboxylic acid tert-butyl ester